FC(C(F)F)(OCC)F 2-(1,1,2,2-tetrafluoroethoxy)ethane